C(C)(=O)N1CC2=CC(=CC=C2[C@@H](C1)N(C(=O)C1=CC2=NC(=C3C(=C2N1)COC3)N)C)C(F)(F)F (S)-N-(2-acetyl-7-(trifluoromethyl)-1,2,3,4-tetrahydroisoquinolin-4-yl)-5-amino-N-methyl-6,8-dihydro-1H-furo[3,4-d]pyrrolo[3,2-b]pyridine-2-carboxamide